C(C1=CC=CC=C1)N1CCC(CC1)C=1C=C2CN(C(C2=CC1)=O)N1C(CCCC1=O)=O (5-(1-Benzylpiperidin-4-yl)-1-oxoisoindolin-2-yl)piperidine-2,6-dione